COC1=CC=CC=2C(C3=CC(=CC=C3C(C12)=O)C(=O)N1CCN(CC1)S(=O)(=O)C)=O 1-methoxy-6-(4-(methylsulfonyl)piperazine-1-carbonyl)anthracene-9,10-dione